3-(2-Amino-7-fluorobenzo[d]thiazol-4-yl)-2-fluoro-8,8a,9,10,11,12-hexahydro-7H,14H-pyrazino[1',2':5,6][1,5]diazocino[3,2,1-hi]indol-14-one NC=1SC2=C(N1)C(=CC=C2F)C2=C1C=CN3C1=C(C=C2F)C(N2C(CC3)CNCC2)=O